calcium-calcium oxalate C(C(=O)[O-])(=O)[O-].[Ca+2].[Ca+2].C(C(=O)[O-])(=O)[O-]